C1(CCCCC1)C[C@H](C(=O)N1CC(C(CC1)(O)CN1C(C=C(C(=C1)C(=O)N1CCN(CC1)C)C1=CC=CC=C1)=O)(C)C)C 1-((1-((R)-3-cyclohexyl-2-methylpropionyl)-4-hydroxy-3,3-dimethylpiperidine-4-Yl)methyl)-5-(4-methylpiperazine-1-carbonyl)-4-phenylpyridin-2(1H)-one